O=C1N(C(C=C1)=O)C(C(=O)O)C 2-(2,5-dioxo-2,5-dihydro-1H-pyrrol-1-yl)propionic acid